COC(C1=C(C=C(C=C1)S(=O)(=O)C)N)=O 2-amino-4-(methylsulfonyl)benzoic acid methyl ester